C12CNCC(N(C1)C(=O)[O-])CC2 3,6-diazabicyclo[3.2.2]nonane-6-carboxylate